methyl 3-((4-(2-fluoro-6-(methylcarbamoyl)pyridin-3-yl)piperazin-1-yl)methyl)cyclobutane-1-carboxylate FC1=NC(=CC=C1N1CCN(CC1)CC1CC(C1)C(=O)OC)C(NC)=O